FC(CCOC(C(=O)OCCC(C(C(C(F)(F)F)(F)F)(F)F)(F)F)(C)OCCC(C(C(C(F)(F)F)(F)F)(F)F)(F)F)(C(C(C(F)(F)F)(F)F)(F)F)F 3,3,4,4,5,5,6,6,6-nonafluorohexyl 2,2-bis((3,3,4,4,5,5,6,6,6-nonafluorohexyl)oxy)propanoate